N,N'-dicarboxyethyl-4,4'-bipyridyl C(=O)(O)N1C(=CC(C=C1)=C1C=CN(C=C1)C(=O)O)CC